C1(=CC=CC=C1)N(C(CC)=O)C1CCN(CC1)C1=C(C=CC=C1)CN1CCNCC1 N-phenyl-N-(1-(2-(piperazin-1-ylmethyl)phenyl)piperidin-4-yl)propionamide